2-[1-[2-[(3S)-3-methoxy-1-piperidyl]-6-methyl-4-oxo-chromen-8-yl]ethylamino]benzoic acid CO[C@@H]1CN(CCC1)C=1OC2=C(C=C(C=C2C(C1)=O)C)C(C)NC1=C(C(=O)O)C=CC=C1